C[C@H](CC1=NN=CN1C)C=1C=C(C=CC1)NC(=O)C1=NC2=C(N1)C=CC=C2C(F)(F)F N-[3-[(1R)-1-methyl-2-(4-methyl-1,2,4-triazol-3-yl)ethyl]phenyl]-4-(trifluoromethyl)-1H-benzimidazole-2-carboxamide